OC(COC1=CC(=NC=C1)C=1N=C(C2=C(N1)CCC2)N(CC(=O)NC2=NC=C(C=C2)OC)C)(C)C 2-({2-[4-(2-hydroxy-2-methylpropoxy)pyridin-2-yl]-5H,6H,7H-cyclopenta[d]pyrimidin-4-yl}(methyl)amino)-N-(5-methoxypyridin-2-yl)acetamide